Cl.CN(C(=O)C=1C=NN2C1CNCC2)C2(CC2)C2=NC=CC=N2 N-methyl-N-(1-(pyrimidin-2-yl)cyclopropyl)-4,5,6,7-tetrahydropyrazolo[1,5-a]pyrazine-3-carboxamide hydrochloride